C(C)(C)(C)OC(=O)NC(=N)NC1=NC=C(C=N1)C(=O)OC=1C=2N(C(=CC1)CC(=O)NC(C(=O)OC(C)(C)C)CC(=O)OC(C)(C)C)C=CN2 1,4-di-tert-butyl 2-[2-(8-{2-[({[(tert-butoxy)carbonyl]amino}methanimidoyl)amino]pyrimidine-5-carbonyloxy}imidazo[1,2-a]pyridin-5-yl)acetamido]butanedioate